N1(CCC1)CC1(CC1)NC(C(C)(C1=CC=CC=C1)C)=O N-(1-(azetidin-1-ylmethyl)cyclopropyl)-2-methyl-2-phenylpropanamide